5-amino-2,4,6-triiodo-1,2-benzenedicarboxylic acid dichloride NC=1C(=CC(C(C1I)C(=O)Cl)(C(=O)Cl)I)I